C1(=CC=CC=C1)N1N=CC(=C1)C=1SC=C(N1)C(=O)NCCN1CCCCC1 2-(1-phenyl-1H-pyrazol-4-yl)-N-[2-(piperidin-1-yl)ethyl]-1,3-thiazole-4-carboxamide